O1C(COC12CCCCC2)C=C(C(=O)O)C 1,4-dioxaspiro[4.5]dec-2-yl-methacrylic acid